ClC1=NOC(C1)(C)C chloro-5,5-dimethyl-4,5-dihydroisoxazole